(2-(((1R,3s,5S)-9-(ethylsulfonyl)-9-azabicyclo[3.3.1]nonan-3-yl)(methyl)amino)-5-fluoro-6-((5-methyl-1H-pyrazol-3-yl)amino)pyrimidin-4-yl)methyl heptanoate C(CCCCCC)(=O)OCC1=NC(=NC(=C1F)NC1=NNC(=C1)C)N(C)C1C[C@H]2CCC[C@@H](C1)N2S(=O)(=O)CC